butyl indoline-2-carboxylate N1C(CC2=CC=CC=C12)C(=O)OCCCC